N-(3-(tert-butyl)-4-hydroxyphenyl)-1-(2,5-dimethoxyphenyl)-5-methyl-1H-1,2,3-triazole-4-carboxamide C(C)(C)(C)C=1C=C(C=CC1O)NC(=O)C=1N=NN(C1C)C1=C(C=CC(=C1)OC)OC